N-(2,2-Difluoroethyl)-4-(9-(1-isopropyl-1H-indazol-5-yl)-8-(1-methyl-1H-pyrazol-4-yl)-2-oxo-2,3,4,7-tetrahydro-1H-pyrrolo[3',2':5,6]pyrido[4,3-d]pyrimidin-1-yl)piperidine-1-carboxamide FC(CNC(=O)N1CCC(CC1)N1C(NCC2=C1C1=C(N=C2)NC(=C1C=1C=C2C=NN(C2=CC1)C(C)C)C=1C=NN(C1)C)=O)F